FC1=CC=C(C=C1)C1=CC=C(C=N1)B(O)O 6-(4-fluorophenyl)pyridine-3-boronic acid